7-(2-iodobenzoyl)-2,7-diazaspiro[3.5]nonane-2-carboxylic acid tert-butyl ester C(C)(C)(C)OC(=O)N1CC2(C1)CCN(CC2)C(C2=C(C=CC=C2)I)=O